propylene glycol diAcetate C(C)(=O)OCC(C)OC(C)=O